C(C)(C)(C)OC(N(C)CCCCCCCC#CC1=C2C(N(C(C2=CC=C1)=O)C1C(NC(CC1)=O)=O)=O)=O.CC12CC(C1)(C2)C=NNS(=O)(=O)C2=CC=C(C)C=C2 methyl-3-((2-tosylhydrazono)methyl)bicyclo[1.1.1]pentane tert-butyl-N-[9-[2-(2,6-dioxo-3-piperidyl)-1,3-dioxo-isoindolin-4-yl]non-8-ynyl]-N-methyl-carbamate